tert-butyl (S)-(1-(3-methyl-5-(4-(1-(tetrahydro-2H-pyran-4-yl)piperidin-4-yl)phenyl)thiophene-2-carbonyl)pyrrolidin-3-yl)carbamate CC1=C(SC(=C1)C1=CC=C(C=C1)C1CCN(CC1)C1CCOCC1)C(=O)N1C[C@H](CC1)NC(OC(C)(C)C)=O